C1(=CC=CC2=CC=CC=C12)N(C(O)=O)C (naphthyl)-N-methyl-carbamic acid